FC(C1OC2=C(C(=NC(=C2)SC)C2=CNC3=CN=C(C=C32)NC(C)=O)OC1)F N-(3-(2-(difluoromethyl)-7-(methylthio)-2,3-dihydro-[1,4]dioxino[2,3-c]pyridin-5-yl)-1H-pyrrolo[2,3-c]pyridin-5-yl)acetamide